N-(4-((6-(5-chloro-2-fluorophenyl)-3-(1-methyl-5-oxopyrrolidin-2-yl)pyridazin-4-yl)amino)pyridin-2-yl)-3-(4-methylpiperazin-1-yl)propanamide ClC=1C=CC(=C(C1)C1=CC(=C(N=N1)C1N(C(CC1)=O)C)NC1=CC(=NC=C1)NC(CCN1CCN(CC1)C)=O)F